Diisopentyl 7,7'-((3-((2-(4-(2-((4-(bis(2-hydroxy-6-oxo-6-(pentan-3-yloxy)hexyl)amino)butanoyl)oxy)ethyl)piperazin-1-yl)ethyl)disulfaneyl)butyl)azanediyl)bis(6-hydroxyheptanoate) OC(CN(CCCC(=O)OCCN1CCN(CC1)CCSSC(CCN(CC(CCCCC(=O)OCCC(C)C)O)CC(CCCCC(=O)OCCC(C)C)O)C)CC(CCCC(=O)OC(CC)CC)O)CCCC(OC(CC)CC)=O